C(C1=CC=CC=C1)(=O)N1C(N(C=C(C1=O)C)C1CC(C(O1)CO)OC(C1=CC=CC=C1)=O)=O 5-(3-benzoyl-5-methyl-2,4-dioxo-3,4-dihydropyrimidin-1(2H)-yl)-2-(hydroxymethyl)tetrahydrofuran-3-ylbenzoate